NC1=C(C=2C(=NC(=C(N2)C=2SC=CN2)C#CC2CC2)N1C1=C(C(=CC=C1C)O)C)C(=O)N 6-amino-3-(2-cyclopropylethynyl)-5-(3-hydroxy-2,6-dimethyl-phenyl)-2-thiazol-2-yl-pyrrolo[2,3-b]pyrazine-7-carboxamide